1H-indole-5-carbaldehyde 5,6,7,8,9,10-hexahydrocycloocta[4,5]thieno[2,3-d]pyrimidin-4-ylhydrazone N1=CN=C(C2=C1SC1=C2CCCCCC1)NN=CC=1C=C2C=CNC2=CC1